COC1=CC=C(CN2C3=C(N(C4=C(C2=O)C=CC(=C4)C(F)(F)F)CCCN(C(=O)OC(C)(C)C)C(=O)[O-])C=CC=C3)C=C1 tert-butyl {3-[10-(4-methoxybenzyl)-11-oxo-3-(trifluoromethyl)-10,11-dihydro-5H-dibenzo[b,e][1,4]diazepin-5-yl]propyl}imidodicarbonate